Cl.C(OCCNC(C(C(C)C)N)=O)(OC1=CC=C(C=C1)C=CC1=CC(=CC(=C1)OCC)OCC)=O (E)-2-(2-amino-3-methylbutanamido)ethyl (4-(3,5-diethoxystyryl)phenyl) carbonate Hydrochloride